CC1(OC(C1)C)C 2,2,4-trimethyl-Oxetane